CC1=CN(C(=O)NC1=O)[C@]2(C[C@@H]([C@H](O2)CO)O)F fluorothymidine